4-(tetrahydro-2H-pyran-2-yloxy)phenol O1C(CCCC1)OC1=CC=C(C=C1)O